C(C)(C)OC(=O)C1=CC=C(O)C=C1 isopropyl-paraben